5-bromophenyl phosphate P(=O)(OC1=CC=CC(=C1)Br)([O-])[O-]